CN1C=C(C=2C1=CN=C(C2)NC(C)=O)C2=NC(=CC(=C2)OCC2COC2)SC N-(1-methyl-3-(6-(methylthio)-4-(oxetan-3-ylmethoxy)pyridin-2-yl)-1H-pyrrolo[2,3-c]pyridin-5-yl)acetamide